ClC=1C=C2C=C(NC2=CC1B1OCC(CO1)(C)C)CCC(=O)N ((5-chloro-6-(5,5-dimethyl-1,3,2-dioxaborinan-2-yl)-1H-indol-2-yl)methyl)acetamide